CN(C(=O)NC1=NN(C=C1)C)C1=CC=2OC(C(=CC2S1)C(=O)O)=O 2-(1-methyl-3-(1-methyl-1H-pyrazol-3-yl)ureido)-5-oxo-5H-thieno[3,2-b]pyran-6-carboxylic acid